2-cyano-N-(dibenzofuran-4-yl)-N-methylacetamide C(#N)CC(=O)N(C)C1=CC=CC2=C1OC1=C2C=CC=C1